zirconium dibutoxide bis(ethylacetoacetate) zirconium [Zr+4].C(C)CC(CC(=O)[O-])=O.C(C)CC(CC(=O)[O-])=O.[O-]CCCC.[O-]CCCC.[Zr+4]